tert-Butyl 4-(5,6,7,8,9,10-hexahydrocyclohepta[4,5]pyrrolo[2,3-d]pyrimidin-4-yl)-3,6-dihydropyridine-1(2H)-carboxylate N1=CN=C(C2=C1NC1=C2CCCCC1)C=1CCN(CC1)C(=O)OC(C)(C)C